((6-(((methoxy(phenoxy)phosphoryl)oxy)methoxy)-5'-methyl-4-pentyl-1',2',3',4'-tetrahydro-[1,1'-biphenyl]-2-yl)oxy)methyl methyl phenyl phosphate P(=O)(OCOC1=C(C(=CC(=C1)CCCCC)OCOP(=O)(OC1=CC=CC=C1)OC)C1CCCC(=C1)C)(OC)OC1=CC=CC=C1